OC=1C(=NC=CC1CO)C(=O)[O-] hydroxy-4-(hydroxymethyl)picolinate